5-((7,7-difluoro-9-isopropyl-5-methyl-6-oxo-8H-pyrimido[4,5-b][1,4]diazepin-2-yl)amino)-4-methoxy-pyridine-2-carboxylic acid FC1(C(N(C2=C(N(C1)C(C)C)N=C(N=C2)NC=2C(=CC(=NC2)C(=O)O)OC)C)=O)F